(2R,3S,4S,5R)-4-[[3-[2-methoxy-3-(trifluoromethyl)phenyl]-4,5-dimethyl-5-(trifluoromethyl)tetrahydrofuran-2-carbonyl]amino]pyridine-2-carboxamide COC1=C(C=CC=C1C(F)(F)F)[C@H]1[C@@H](O[C@]([C@H]1C)(C(F)(F)F)C)C(=O)NC1=CC(=NC=C1)C(=O)N